N-[4-fluoro-5-[2-(4-propan-2-ylpiperazin-1-yl)pyrimidin-5-yl]-2-[rac-(3R)-3,4-dimethylpiperazin-1-yl]phenyl]-1-methyl-6-oxo-4-(trifluoromethyl)pyridine-3-carboxamide FC1=CC(=C(C=C1C=1C=NC(=NC1)N1CCN(CC1)C(C)C)NC(=O)C1=CN(C(C=C1C(F)(F)F)=O)C)N1C[C@H](N(CC1)C)C |r|